C1(CC1)C(=O)NC1=NC=C(C(=O)NC([2H])([2H])[2H])C(=C1)NC1=CC=CC2=C1N(C(C=1C=CC(=NC21)C)([2H])[2H])C 6-(cyclopropanecarboxamido)-4-((2,6-dimethyl-5,6-dihydrobenzo[h][1,6]naphthyridin-7-yl-5,5-d2)amino)-N-(methyl-d3)nicotinamide